9-(3-fluoro-4-(((3R)-3-methoxypyrrolidin-1-yl)carbonyl)phenyl)-3-methyl-2-(trifluoromethyl)-4H-pyrido[1,2-a]pyrimidin-4-one FC=1C=C(C=CC1C(=O)N1C[C@@H](CC1)OC)C1=CC=CN2C1=NC(=C(C2=O)C)C(F)(F)F